7-bromo-1-methyl-1H-imidazo[4,5-d]thieno[3,2-b]pyridine-5-oxide BrC1=CC2=[N+](C=C3C(=C2S1)N(C=N3)C)[O-]